ClC=1C=C(C=CC1F)C(C=1NC(=CN1)S(=O)(=O)NCCO)C1=CC(=C(C=C1)F)Cl 2-(bis(3-chloro-4-fluorophenyl)methyl)-N-(2-hydroxyethyl)-1H-imidazole-5-sulfonamide